COC1=NC=CC2=C(C=CC=C12)N1N=CC=C1C(F)(F)F 1-(1-methoxyisoquinolin-5-yl)-5-(trifluoromethyl)-1H-pyrazole